FC1(C(CN(CC1)C1=C(C(=O)[O-])C=CC(=N1)C)C)F 2-(4,4-difluoro-3-methylpiperidin-1-yl)-6-methylnicotinate